7-chloro-N-(cyclopropylmethyl)-N-(2-methoxyethyl)-1H-indole-2-carboxamide ClC=1C=CC=C2C=C(NC12)C(=O)N(CCOC)CC1CC1